CC(C(C)OC1OC2(CC1)CCC(CC2)(C)C)OC2OC1(CC2)CCC(CC1)(C)C 2,2'-(butane-2,3-diylbis(oxy))bis(8,8-dimethyl-1-oxaspiro[4.5]decane)